Cl.Cl.FC(OC1=CC=C(C=C1)C1=CN=C2N1C=CN=C2NC2=CC(=C(C=C2)C(=O)N2CCN(CC2)C(=O)[C@H]2NC[C@H](C2)O)C)F [4-[[3-[4-(difluoromethoxy)phenyl]imidazo[1,2-a]pyrazin-8-yl]amino]-2-methyl-phenyl]-[4-[(2S,4S)-4-hydroxypyrrolidine-2-carbonyl]piperazin-1-yl]methanone hydrochloride hydrochloride